(R)-N1-(2-aminoethyl)-N3-(1-(naphthalen-1-yl)ethyl)isophthalamide NCCNC(C1=CC(C(=O)N[C@H](C)C2=CC=CC3=CC=CC=C23)=CC=C1)=O